NCC1=NNC(C2=CC=C(C=C12)C1(CC1)C(=O)N(CC1=NC=C(C=C1)C1=C(C=CC=C1F)F)C1CCC1)=O 1-(4-(aminomethyl)-1-oxo-1,2-dihydrophthalazin-6-yl)-N-cyclobutyl-N-((5-(2,6-difluorophenyl)pyridin-2-yl)methyl)cyclopropane-1-carboxamide